tert-butyl 2-((1-(3,6-dimethyl-4-oxo-2-(piperidin-1-yl)-3,4-dihydroquinazolin-8-yl)ethyl)amino)benzoate CN1C(=NC2=C(C=C(C=C2C1=O)C)C(C)NC1=C(C(=O)OC(C)(C)C)C=CC=C1)N1CCCCC1